C(C)C(C#N)(C)Br ethyl-2-bromopropionitrile